N1N=CC(=C1)C1=CC=2N(C=C1)N=CC2 5-(1H-pyrazol-4-yl)pyrazolo[1,5-a]pyridine